C1(CC1)NC(C1=NC=C(C=C1)N1[C@@H]2CC[C@@H]2N(CC1)CC=1C=NC=2C=C(C(NC2C1)=O)CC)=O N-cyclopropyl-5-((1R,6S)-5-((7-ethyl-6-oxo-5,6-dihydro-1,5-naphthyridin-3-yl)methyl)-2,5-diazabicyclo[4.2.0]octan-2-yl)picolinamide